8-fluoro-6-((6-(3-quinolyl)-1H-imidazo[4,5-b]pyrazin-1-yl)methyl)-quinoline FC=1C=C(C=C2C=CC=NC12)CN1C=NC=2C1=NC(=CN2)C=2C=NC1=CC=CC=C1C2